4-((4-(5-fluoropyrimidin-2-yl)-3-methoxypyridin-2-yl)amino)-6-((5-(2-hydroxypropan-2-yl)pyridin-2-yl)amino)-N-(methyl-d3)pyridazine-3-carboxamide FC=1C=NC(=NC1)C1=C(C(=NC=C1)NC1=C(N=NC(=C1)NC1=NC=C(C=C1)C(C)(C)O)C(=O)NC([2H])([2H])[2H])OC